FC1=CC=C(C=C1)CC(=O)N1C(CCC1)(C(=O)O)COCC1=CC=CC=C1 N-(4-fluorophenylacetyl)-2-benzyloxymethyl-pyrrolidine-2-carboxylic acid